C(C)(=O)C1=NN(C2=C(C=C(C=C12)CCC(C)C)CC=C)CC(=O)OC(C)(C)C tert-Butyl 2-(3-acetyl-7-allyl-5-isopentyl-1H-indazol-1-yl)acetate